(Z)-3-(4-fluorophenyl)-5-(iodomethylene)oxazolidin-2-one FC1=CC=C(C=C1)N1C(O\C(\C1)=C/I)=O